BrC1C(OC2=C(C=C1)C=CC=C2)=O bromooxo-benzoxepin